6-cyano-N-(5-(2-cyclopropylethoxy)-1,3,4-thiadiazol-2-yl)-4-(2-methoxyphenyl)nicotinamide C(#N)C1=NC=C(C(=O)NC=2SC(=NN2)OCCC2CC2)C(=C1)C1=C(C=CC=C1)OC